C(C)(C)(C)OC(=O)N1C(CN(CC1)CC1=CC=CC=C1)CC(F)F 4-benzyl-2-(2,2-difluoroethyl)piperazine-1-carboxylic acid tert-butyl ester